4-((8-nitroisoquinolin-5-yl)amino)piperidine-1-carboxylic acid tert-butyl ester C(C)(C)(C)OC(=O)N1CCC(CC1)NC1=C2C=CN=CC2=C(C=C1)[N+](=O)[O-]